2-(5-methyl-1H-tetrazol-1-yl)ethan-1-one Isoamyl-acetate (Isopentyl-acetate) C(CC(C)C)CC(=O)O.C(CC(C)C)CC(=O)O.CC1=NN=NN1CC=O